4-(tritylthio)butylamine C(C1=CC=CC=C1)(C1=CC=CC=C1)(C1=CC=CC=C1)SCCCCN